CC1=NC(=CC=C1OCC1C(CCCC1)C(=O)O)C1=C(C(=NO1)C)NC1=NC(=CN=C1)CCC 2-(((2-methyl-6-(3-methyl-4-((6-propylpyrazin-2-yl)amino)isoxazol-5-yl)pyridin-3-yl)oxy)methyl)cyclohexane-1-carboxylic acid